3-(1,3-benzothiazol-2-ylsulfanyl)propionic acid S1C(=NC2=C1C=CC=C2)SCCC(=O)O